COS(=O)(=O)[O-].OCC[N+](C)(CCO)CCO 2-hydroxy-N,N-di(2-hydroxyethyl)-N-methyl-ethyl-ammonium methyl-sulfate